N,N-diethyl-1-(imidazo[1,5-a]pyridin-3-yl)propan-2-amine C(C)N(C(CC1=NC=C2N1C=CC=C2)C)CC